BrC1=C(C=C2C(=NC(=NC2=C1)OCC1N(CCC1)C)N1CCC2(CNC2)CC1)OC 7-(7-bromo-6-methoxy-2-((1-methylpyrrolidin-2-yl)methoxy)quinazolin-4-yl)-2,7-diazaspiro[3.5]Nonane